4-(4-(5-((6-(3,5-dichlorophenyl)-4-((4-(((methoxycarbonyl)amino)methyl)piperidin-1-yl)methyl)pyridin-2-yl)oxy)pyrimidin-2-yl)piperazin-1-yl)pentanoic acid ClC=1C=C(C=C(C1)Cl)C1=CC(=CC(=N1)OC=1C=NC(=NC1)N1CCN(CC1)C(CCC(=O)O)C)CN1CCC(CC1)CNC(=O)OC